BrC1=NC=C(C(=C1)N1C(C(=C(C=C1C)OCC1=NC=C(C=C1F)F)Br)=O)C 2',3-dibromo-4-((3,5-difluoropyridin-2-yl)methoxy)-5',6-dimethyl-2H-[1,4'-Bipyridyl]-2-one